O=CCCNC(OC(C)(C)C)=O tert-butyl N-{3-oxopropyl}carbamate